C(C=C)C1CN(CCC1)C=1C2=C(N=C(N1)Cl)C(=C(N=C2)Cl)F 4-(3-Allylpiperidin-1-yl)-2,7-dichloro-8-fluoropyrido[4,3-d]pyrimidine